CN1C(C=C(C=C1)B(O)O)=O (1-methyl-2-oxo-4-pyridyl)boronic acid